tert-butyl-2-chloro-3-cyclopropoxy-5-fluoropyridine tert-butyl-(3S)-3-({8-carbamoyl-6-[2-cyano-4-(2-methoxyethoxy)phenyl]pyrido[3,2-d]pyrimidin-4-yl}amino)piperidine-1-carboxylate C(C)(C)(C)OC(=O)N1C[C@H](CCC1)NC=1C2=C(N=CN1)C(=CC(=N2)C2=C(C=C(C=C2)OCCOC)C#N)C(N)=O.C(C)(C)(C)C2=C(C(=NC=C2F)Cl)OC2CC2